C(C)(C)(C)OC(=O)N[C@H]1CSC2=C(N(C1=O)CC1=CC=C(C=C1)Cl)C=C(C=C2)C(=O)NNC(C(F)(F)F)(C)NC(OC(C)(C)C)=O tert-butyl N-[1-[2-[(3R)-3-(tert-butoxycarbonylamino)-5-[(4-chlorophenyl)methyl]-4-oxo-2,3-dihydro-1,5-benzothiazepine-7-carbonyl]hydrazino]-2,2,2-trifluoro-1-methyl-ethyl]carbamate